8-(3-Fluoro-2-(fluoromethyl)phenyl)-9-(4-((1-(3-fluoropropyl)azetidin-3-yl)methyl)phenyl)-6,7-dihydro-5H-benzo[7]annulen FC=1C(=C(C=CC1)C=1CCCC2=C(C1C1=CC=C(C=C1)CC1CN(C1)CCCF)C=CC=C2)CF